[N+](=O)([O-])C1=CC=C(C=C1)OC([C@@H](N(C(=O)OC(C)(C)C)C(=O)OC(C)(C)C)CCCCN)=O Di-Boc-(L)-lysine para-nitrophenyl ester